5-((5-(3-(5-(tert-butyl)tetrahydrofuran-2-yl)cyclopentyl)-1H-pyrazol-3-yl)amino)-4-fluoro-2,3-dihydrobenzo[d]isothiazole 1,1-dioxide C(C)(C)(C)C1CCC(O1)C1CC(CC1)C1=CC(=NN1)NC=1C=CC2=C(CNS2(=O)=O)C1F